(E)-4-fluoro-N'-(1-(naphthalen-2-yl)ethylidene)benzohydrazide FC1=CC=C(C(=O)N/N=C(\C)/C2=CC3=CC=CC=C3C=C2)C=C1